(R)-6-amino-2-cyclopropyl-4-methyl-7,8-dihydro-4H-pyrazolo[1,5-a][1,3]diazepin-5(6H)-one 4-(2,6-bis(benzyloxy)pyridin-3-yl)-3,5-difluorophenyl-3-(methoxymethyl)piperazine-1-carboxylate C(C1=CC=CC=C1)OC1=NC(=CC=C1C1=C(C=C(C=C1F)OC(=O)N1CC(NCC1)COC)F)OCC1=CC=CC=C1.N[C@H]1C(N(C=2N(CC1)N=C(C2)C2CC2)C)=O